CC1=CSC2=C1N=C(N=C2C2=CC=C(C=C2)OC(F)(F)F)NC(=O)C=2SC(=CC2)[N+](=O)[O-] N-(7-methyl-4-(4-(trifluoromethoxy)phenyl)thieno[3,2-d]pyrimidin-2-yl)-5-nitrothiophene-2-carboxamide